FC(C1CN(C1)C=O)(F)F [3-(trifluoromethyl)azetidin-1-yl]Methanone